methyl 3-methylbenzoate CC=1C=C(C(=O)OC)C=CC1